FC=1C=C(C=CC1F)C1CC2=C(NN=C2C(=O)OCC)CO1 ethyl 5-(3,4-difluorophenyl)-1,4,5,7-tetrahydropyrano[3,4-c]pyrazole-3-carboxylate